(R)-2-amino-N-(1-(9-((1-methyl-1H-pyrazol-4-yl)ethynyl)-1-oxo-2-phenyl-2,4,5,6-tetrahydro-1H-benzo[de]isoquinolin-3-yl)ethyl)pyrazolo[1,5-a]pyrimidine-3-carboxamide NC1=NN2C(N=CC=C2)=C1C(=O)N[C@H](C)C=1N(C(C=2C(=CC=C3C2C1CCC3)C#CC=3C=NN(C3)C)=O)C3=CC=CC=C3